NC=1C=C(C=CC1O)C(COC)N1C(NCC(C1)(F)F)=O 1-(1-(3-Amino-4-hydroxyphenyl)-2-methoxyethyl)-5,5-difluorotetrahydropyrimidin-2(1H)-one